1-((3S,5R)-1-acryloyl-5-(methoxymethyl)pyrrolidin-3-yl)-3-(((S)-7-chloro-1-ethyl-2,3-dihydro-1H-benzo[d]pyrrolo[1,2-a]imidazol-6-yl)ethynyl)-5-(methylamino)-1H-pyrazole-4-carboxamide C(C=C)(=O)N1C[C@H](C[C@@H]1COC)N1N=C(C(=C1NC)C(=O)N)C#CC=1C(=CC2=C(N=C3N2[C@H](CC3)CC)C1)Cl